N-((2-(6-((cis)-2,6-dimethylmorpholino)pyridin-2-yl)-1,6-naphthyridin-7-yl)methyl)-4-methyl-3-(vinylsulfonyl)benzamide C[C@@H]1O[C@@H](CN(C1)C1=CC=CC(=N1)C1=NC2=CC(=NC=C2C=C1)CNC(C1=CC(=C(C=C1)C)S(=O)(=O)C=C)=O)C